rac-tert-butyl (3R,5R)-3-fluoro-5-((5-(2-hydroxy-4-(trifluoromethyl)phenyl)imidazo[1,2-d][1,2,4]triazin-8-yl)amino)piperidine-1-carboxylate F[C@H]1CN(C[C@@H](C1)NC=1C=2N(C(=NN1)C1=C(C=C(C=C1)C(F)(F)F)O)C=CN2)C(=O)OC(C)(C)C |r|